4-{[{3-chloro-4-[cyclopropyl(difluoro)methyl]benzyl}(4-methylisoquinolin-3-yl)amino]sulfonyl}benzoic acid ClC=1C=C(CN(S(=O)(=O)C2=CC=C(C(=O)O)C=C2)C=2N=CC3=CC=CC=C3C2C)C=CC1C(F)(F)C1CC1